BrC1=CC(=C(C=C1)N=S1(CCCCC1)=O)Cl ((4-bromo-2-chlorophenyl)imino)hexahydro-1λ6-thiopyran 1-oxide